C1(CCCC1)N(C1=CC2=C(C(=N1)C(=O)OC)CNC2=O)C Methyl 6-(cyclopentyl(methyl)amino)-1-oxo-2,3-dihydro-1H-pyrrolo[3,4-c]pyridine-4-carboxylate